5-ISOCYANO-PYRIDIN-3-OL [N+](#[C-])C=1C=C(C=NC1)O